tert-butyl (S)-(1-(3-methyl-5-(4-((methyl(phenyl)amino)methyl)phenyl)thiophene-2-carbonyl)pyrrolidin-3-yl)carbamate CC1=C(SC(=C1)C1=CC=C(C=C1)CN(C1=CC=CC=C1)C)C(=O)N1C[C@H](CC1)NC(OC(C)(C)C)=O